tert-Butyl ((1S)-2-hydroxy-1-(3-(tetrahydrofuran-2-yl)phenyl)ethyl)carbamate OC[C@H](C1=CC(=CC=C1)C1OCCC1)NC(OC(C)(C)C)=O